4-((imidazo[1,2-a]pyridin-7-yloxy)methyl)-2-azabicyclo[2.1.1]hexan N=1C=CN2C1C=C(C=C2)OCC21CNC(C2)C1